[N+](=O)([O-])C1=CC=C(C=C1)N1CCN(CC1)C1CCC2(CCN(CC2)C=2C=C(C(=O)O)C=CC2)CC1 3-[9-[4-(4-nitrophenyl)piperazin-1-yl]-3-azaspiro[5.5]undecan-3-yl]benzoic acid